ClC1=CC=C(C=C1)C1=CC=C2C(=N1)SC(=N2)NC(=O)C2=CN=CN2C2=C(C=CC=C2)OC N-(5-(4-chlorophenyl)thiazolo[5,4-b]pyridin-2-yl)-1-(2-methoxyphenyl)-1H-imidazole-5-carboxamide